sodium 1-methylpyrazole-4-carboxylate CN1N=CC(=C1)C(=O)[O-].[Na+]